CC(C)(C)OC(=O)N=NC(=O)OC(C)(C)C bis(1,1-dimethylethyl)-azodicarboxylate